tert-butyl N-[[(2S)-4-[2-[[1-(2,6-dioxo-3-piperidyl)-3-methyl-2-oxo-benzimidazol-5-yl]methylamino]ethyl]morpholin-2-yl]methyl]-N-methyl-carbamate O=C1NC(CCC1N1C(N(C2=C1C=CC(=C2)CNCCN2C[C@H](OCC2)CN(C(OC(C)(C)C)=O)C)C)=O)=O